ClC1=C(OC2=CC=C(N)C=C2)C=CC(=C1)F 4-(2-Chloro-4-Fluorophenoxy)Aniline